1-benzyl-4-vinylpyrrolidone bis(trifluoromethylsulfonyl)imide salt [N-](S(=O)(=O)C(F)(F)F)S(=O)(=O)C(F)(F)F.C(C1=CC=CC=C1)N1C(CC(C1)C=C)=O